di(m-nitrobenzylidene)cyclopentanone [N+](=O)([O-])C=1C=C(C=C2C(C(CC2)=O)=CC2=CC(=CC=C2)[N+](=O)[O-])C=CC1